1,4-dimethylpiperazine-2,5-dione CN1C(CN(C(C1)=O)C)=O